S1C2=C(C=C1C(CC(C)C)O)C=CC=C2 1-(benzo[b]thiophen-2-yl)-3-methylbutan-1-ol